C(C)S(=O)(=O)C=1C=NC(=NC1)N1C[C@H](N([C@H](C1)C)C(=O)OC1CC2(CN(C2)CC2=CC=CC=C2)C1)C 2-benzyl-2-azaspiro[3.3]heptan-6-yl (2R,6S)-4-[5-(ethanesulfonyl)pyrimidin-2-yl]-2,6-dimethylpiperazine-1-carboxylate